CC1([C@H](O1)COC1=C2C=CC(OC2=CC2=C1C=CO2)=O)C |r| (+-)-4-[(3,3-dimethyl-2-oxiranyl)methoxy]-7H-furo[3,2-g]chromen-7-one